FC(C1=CC=C(C=C1)/C=C/C(=O)C=1C(=CC2=C(C=CC(O2)(C)C)C1O)OC)(F)F (E)-3-(4-trifluoromethylphenyl)-1-(5-hydroxy-7-methoxy-2,2-dimethyl-2H-benzopyran-6-yl)prop-2-en-1-one